FC(OC(CCCOC1=C(C=CC=C1)CCC1=CC(=CC=C1)OC(F)(F)F)N(C(F)(F)F)C)F (difluoromethoxy)-N-methyl-4-(2-(3-(trifluoromethoxy)phenethyl)phenoxy)-N-(trifluoromethyl)butan-1-amine